OC=1C(=C(C(=C(C1)C(C(=O)[O-])=C)O)O)O.[Li+] lithium tetrahydroxyphenylacrylate